O1C[C@H](CC1)OC1=CC2=C(C(NN=C2)=O)C=N1 7-(((S)-tetrahydrofuran-3-yl)oxy)pyrido[3,4-d]pyridazin-4(3H)-one